ClC1=C(C#N)C(=CC(=N1)C)Cl 2,4-dichloro-6-methylnicotinonitrile